C(C[C@H]1CC[C@H]2[C@@H]3C(CC4=CCCC[C@]4(C)[C@H]3CC[C@]12C)C(=O)O)C(=O)O Pregn-4-ene-7,21-dicarboxylic acid